(E)-N-(4-(1-(6-(4-(4-(5-((2-(2,6-dioxopiperidin-3-yl)-1-oxoisoindolin-4-yl)oxy)pentanoyl)piperazin-1-yl)piperidin-1-yl)nicotinoyl)piperidin-4-yl)butyl)-3-(pyridin-3-yl)acrylamide O=C1NC(CCC1N1C(C2=CC=CC(=C2C1)OCCCCC(=O)N1CCN(CC1)C1CCN(CC1)C1=NC=C(C(=O)N2CCC(CC2)CCCCNC(\C=C\C=2C=NC=CC2)=O)C=C1)=O)=O